FC1=CC=CC(=N1)NC(N(CC1=NNC(=C1)C(F)(F)F)C=1C=NC(=NC1)OC)=O (6-Fluoropyridin-2-yl)-1-(2-methoxypyrimidin-5-yl)-1-((5-(trifluoromethyl)-1H-pyrazol-3-yl)methyl)urea